N1=CC(=CC=C1)C=1N=NN(C1)[C@@H]1CN(C[C@H]1OCC1=CC=C(C=C1)C(F)(F)F)C(=O)OC(C)(C)C tert-butyl (3R,4R)-3-(4-(pyridin-3-yl)-1H-1,2,3-triazol-1-yl)-4-(4-(trifluoromethyl)benzyloxy)pyrrolidine-1-carboxylate